C1(=CC=CC=C1)C1=CN=C(S1)C=1C=C(C=CC1)C1(CC1)C=1NC(C=2CNCCCC2N1)=O 2-(1-(3-(5-phenylthiazol-2-yl)phenyl)cyclopropyl)-3,5,6,7,8,9-hexahydro-4H-pyrimido[5,4-c]azepin-4-one